N1C=C(C=2C1=NC=CC2)C=2N=NN(C2)C=2C=C(C=CC2)[C@@]2(C(N(CC2)C)=O)O (S)-3-(3-(4-(1H-pyrrolo[2,3-b]pyridin-3-yl)-1H-1,2,3-triazol-1-yl)phenyl)-3-hydroxy-1-methylpyrrolidin-2-one